4,4'-[oxalylbis(imino)]bis(2-hydroxybenzoic acid) C(C(=O)NC1=CC(=C(C(=O)O)C=C1)O)(=O)NC1=CC(=C(C(=O)O)C=C1)O